Tetrakis(N-ethylmethylamino)Hafnium C(C)N(C)[Hf](N(CC)C)(N(CC)C)N(CC)C